methyl 8-acetamido-1,2,4a,5-tetrahydro-4H-benzo[b][1,4]oxazino[4,3-d][1,4]oxazine-9-carboxylate C(C)(=O)NC=1C(=CC2=C(OCC3N2CCOC3)C1)C(=O)OC